ClC1=C(C(=O)NC(NC=2N=NC=CC2)=O)C=CC(=C1)Cl 2,4-dichloro-N-(pyridazin-3-ylcarbamoyl)benzamide